C(#N)C=1C(=CC2=C(C3=CC=C(C(C=C3[C@H](CC2)NC(C)=O)=O)OC)C1OC)OC (S)-N-(2-cyano-1,3,10-trimethoxy-9-oxo-5,6,7,9-tetrahydrobenzo[a]heptalen-7-yl)acetamide